C(C)CC(CC(=O)OOC(C)C)=O.C(C)CC(CC(=O)OOC(C)C)=O.[Ti] titanium di(isopropoxy) bis(ethylacetoacetate)